2-(trifluoromethyl)-5-nitroimidazole FC(C=1NC(=CN1)[N+](=O)[O-])(F)F